Iron (II) tetrafluoroborate F[B-](F)(F)F.[Fe+2].F[B-](F)(F)F